tert-butyl (R)-3-((5-(4-vinyl-1,8-naphthyridin-2-yl)pentyl)oxy)pyrrolidine-1-carboxylate C(=C)C1=CC(=NC2=NC=CC=C12)CCCCCO[C@H]1CN(CC1)C(=O)OC(C)(C)C